CC=1NC2=CC(=CC=C2C1C)C(C#N)(C1=CC=C(C=C1)C)C1=CC=C(C=C1)O 2-(2,3-Dimethyl-1H-indol-6-yl)-2-(4-hydroxyphenyl)-2-(p-tolyl)acetonitrile